5-iodo-7-(tetrahydro-pyran-4-yl)-7H-pyrrolo[2,3-d]pyrimidin-4-ylamine IC1=CN(C=2N=CN=C(C21)N)C2CCOCC2